6-hydroxycaproyl-phosphoric acid OCCCCCC(=O)OP(O)(O)=O